quinazoline-6-carbonitrile formate C(=O)O.N1=CN=CC2=CC(=CC=C12)C#N